CC1=CC=C(C=N1)NC(CC(=O)O)C 3-((6-methylpyridin-3-yl)amino)butanoic acid